1-[5-bromo-2-hydroxy-4-(methoxymethyloxy)phenyl]Ethanone BrC=1C(=CC(=C(C1)C(C)=O)O)OCOC